3,4-dihydro-β,3-dioxo-1(2H)-quinoxalinepropanenitrile O=C(CC#N)N1CC(NC2=CC=CC=C12)=O